C1(=CC=CC=C1)S(=O)(=O)N1C=CC2=CC=C(C=C12)OCC(F)(F)F 1-(benzenesulfonyl)-6-(2,2,2-trifluoroethoxy)indole